BrC=1CNCCC1C(=O)[O-] 3-bromo-5,6-dihydro-2H-pyridine-4-carboxylate